FCCCN1CC(C1)=CC1=CC=C(C=C1)C1=C(CCCC2=C1C=CC(=C2)C(=O)O)C2=C(C=CC=C2C(F)(F)F)OC 9-(4-((1-(3-fluoropropyl)azetidin-3-ylidene)methyl)phenyl)-8-(2-methoxy-6-(trifluoromethyl)phenyl)-6,7-dihydro-5H-benzo[7]annulene-3-carboxylic acid